2,5-dicarboxypyrrolidine C(=O)(O)C1NC(CC1)C(=O)O